3-(4,4'-difluoro-2',5,6'-trimethyl-[1,1'-biphenyl]-3-yl)-3-((S)-2-(5-(2-(dimethylamino)ethyl)-2-oxo-4-trifluoromethyl-pyridin-1(2H)-yl)-4-methylpentanamido)propanoic acid FC1=C(C=C(C=C1C)C1=C(C=C(C=C1C)F)C)C(CC(=O)O)NC([C@H](CC(C)C)N1C(C=C(C(=C1)CCN(C)C)C(F)(F)F)=O)=O